C(CC)N(CCC)CCC[Si](OC)(OC)OC Dipropylaminopropyltrimethoxysilan